C(C)(C)(C)OC(=O)N1CC(C1)(C=1C=NC=CC1CO)O 3-hydroxy-3-(4-(hydroxymethyl)pyridin-3-yl)azetidine-1-carboxylic acid tert-butyl ester